BrC=1C=CC(=C(C(=O)Cl)C1)OC 5-bromo-2-methoxybenzoyl chloride